C(C1=CC=CC=C1)O[C@@H](COCC(=O)NC)C 2-[(2R)-2-benzyloxypropoxy]-N-methyl-acetamide